2-(2-(2-fluorophenoxy)phenyl)-4,4,5,5-tetramethyl-1,3,2-dioxaborolane FC1=C(OC2=C(C=CC=C2)B2OC(C(O2)(C)C)(C)C)C=CC=C1